BrC1=C(C=CC=C1F)NC(\C=C\OCC)=O (E)-N-(2-bromo-3-fluorophenyl)-3-ethoxyacrylamide